NC1=C(C(=NC=N1)OC1=CC(=C(C=C1)NC(=O)NC1=CC(=NN1C1=CC=C(C=C1)OCC)C(C)(C)C)F)C#N (4-((6-amino-5-cyanopyrimidin-4-yl)oxy)-2-fluorophenyl)-3-(3-(tert-butyl)-1-(4-ethoxyphenyl)-1H-pyrazol-5-yl)urea